BrCC1=CC=C(OCCCCNC(OC(C)(C)C)=O)C=C1 tert-Butyl (4-(4-(bromomethyl)phenoxy)butyl)carbamate